ClC1=CC=C(C=C1)[C@@]1(N(C(C2=CC(=CC(=C12)F)C(C)(C)O)=O)CC1=NC=C(C=C1)Cl)OCC1(CC1)C(=O)NC 1-({[(1R)-1-(4-chlorophenyl)-2-[(5-chloropyridin-2-yl)methyl]-7-fluoro-5-(2-hydroxypropan-2-yl)-3-oxo-2,3-dihydro-1H-isoindol-1-yl]oxy}methyl)-N-methylcyclopropane-1-carboxamide